OC1(N(CCNC1)C(=O)OC(C)(C)C)O dihydroxyBocpiperazine